CN1C(=NC=C1)C(=O)ON=CC1=C(C=CC=C1)Br 2-Bromobenzaldehyde-O-(1-methyl-1H-imidazole-2-carbonyl) oxime